1,3-Bis[2-(2,2'-Bipyridin-6-yl)-1,3,4-oxadiazol-5-yl]benzol N1=C(C=CC=C1C=1OC(=NN1)C1=CC(=CC=C1)C1=NN=C(O1)C1=CC=CC(=N1)C1=NC=CC=C1)C1=NC=CC=C1